F[P-](F)(F)(F)(F)F.[NH+]=1N[N+](=C2N=CC=CC21)[O-] 1,2,3-triazolo[4,5-b]pyridinium 3-oxid hexafluorophosphate